(S)-N-(sec-butyl)-2-(6-oxo-3-phenylpyridazin-1(6H)-yl)acetamide [C@H](C)(CC)NC(CN1N=C(C=CC1=O)C1=CC=CC=C1)=O